7-[(3S)-3-(morpholin-4-ylmethyl)-1,2,3,4-tetrahydroisoquinoline-2-carbonyl]-N-phenyl-1,2,3,4-tetrahydroisoquinoline-2-carboxamide N1(CCOCC1)C[C@H]1N(CC2=CC=CC=C2C1)C(=O)C1=CC=C2CCN(CC2=C1)C(=O)NC1=CC=CC=C1